methyl (S)-4-amino-3-methoxy-5-((oxetan-2-ylmethyl)amino)benzoate NC1=C(C=C(C(=O)OC)C=C1NC[C@H]1OCC1)OC